3-(3-pyridyl)-1-((2-(trimethylsilyl)ethoxy)methyl)-1H-indazol-5-amine N1=CC(=CC=C1)C1=NN(C2=CC=C(C=C12)N)COCC[Si](C)(C)C